isodocosynyl alcohol C(#CCCCCCCCCCCCCCCCCCC(C)C)O